C(C)(C)(C)OC(=O)N[C@@]1(CN(CC1)C1=CC(=NC=C1C(=O)OC)OC)C methyl (S)-4-(3-((tert-butoxycarbonyl) amino)-3-methylpyrrolidin-1-yl)-6-methoxynicotinate